2-methyl-3-phenoxy-propanoic acid CC(C(=O)O)COC1=CC=CC=C1